C(CCCCCCCC)(=O)OCC(C)C iso-butyl nonanoate